ClCC(=O)N1CCC2(CC(C2)NC(=O)C2(CCOCC2)NC2=CC=C(C=C2)Cl)CC1 N-(7-(2-chloroacetyl)-7-azaspiro[3.5]nonan-2-yl)-4-((4-chlorophenyl)amino)tetrahydro-2H-pyran-4-carboxamide